OCC1CC(C(C(O1)C(=O)NC1=CC2=C(N=C(S2)C)C=C1)OC)N1N=NC(=C1)C1=CC(=C(C(=C1)F)F)F 6-(hydroxymethyl)-3-methoxy-N-(2-methylbenzo[d]thiazol-6-yl)-4-(4-(3,4,5-trifluorophenyl)-1H-1,2,3-triazol-1-yl)tetrahydro-2H-pyran-2-carboxamide